NC1=NC=2C=CC=CC2C2=C1N=C(N2CCNC(C2=CC=C(C=C2)CCN)=O)CCCC N-(2-(4-amino-2-butyl-1H-imidazo[4,5-c]quinolin-1-yl)ethyl)-4-(2-aminoethyl)benzamide